2-(2,3,4,9-tetrahydro-1H-carbazole-3-carbonyl)hydrazinecarbothioamide C1CC(CC=2C3=CC=CC=C3NC12)C(=O)NNC(N)=S